1-methoxy-4-(2-propenyl)-benzene COC1=CC=C(C=C1)CC=C